(2-(1-methyl-1H-pyrrol-2-yl)pyridin-3-yl)methanamine CN1C(=CC=C1)C1=NC=CC=C1CN